1,2,4-triazole-1-carboximidamide N1(N=CN=C1)C(N)=N